2-(2-hydroxy-4-octyloxyphenyl)-4,6-bis(2,4-di-t-butylphenyl)-s-triazine OC1=C(C=CC(=C1)OCCCCCCCC)C1=NC(=NC(=N1)C1=C(C=C(C=C1)C(C)(C)C)C(C)(C)C)C1=C(C=C(C=C1)C(C)(C)C)C(C)(C)C